5-(3-ethylsulfanyl-1-oxido-pyridin-1-ium-2-yl)-1-(2,2,3,3,3-pentafluoropropyl)pyrazolo[3,4-c]pyridine C(C)SC=1C(=[N+](C=CC1)[O-])C=1C=C2C(=CN1)N(N=C2)CC(C(F)(F)F)(F)F